(2R)-N-[2-bromo-6-(cyclopropylcarbamoyl)-4-fluoro-phenyl]tetrahydrofuran-2-carboxamide BrC1=C(C(=CC(=C1)F)C(NC1CC1)=O)NC(=O)[C@@H]1OCCC1